tert-butyl N-[4-(4-fluorophenyl)-2-[[5-(1-oxo-4,5-dihydro-3H-isothiazol-1-yl)benzofuran-2-carbonyl]amino]phenyl]carbamate FC1=CC=C(C=C1)C1=CC(=C(C=C1)NC(OC(C)(C)C)=O)NC(=O)C=1OC2=C(C1)C=C(C=C2)S2(NCCC2)=O